C(C)(C)(C)OC(=O)NCCNC(=O)OC(C)(C)C N-tert-butyloxycarbonyl-(Boc)ethylenediamine